2-bromo-4-isopropyl-5-(8-methyl-[1,2,4]triazolo[1,5-a]pyridin-6-yl)-6H-thieno[2,3-b]pyrrole BrC1=CC2=C(NC(=C2C(C)C)C=2C=C(C=3N(C2)N=CN3)C)S1